F[SiH3] fluorosilan